C(CCCCCCCC)(=O)[O-].[Fr+] Francium nonanoate